5-(5-(Difluoromethyl)-1,2,4-oxadiazol-3-yl)-N-(2-methylpyridin-4-yl)-2,3-dihydro-1H-inden-1-carboxamid FC(C1=NC(=NO1)C=1C=C2CCC(C2=CC1)C(=O)NC1=CC(=NC=C1)C)F